3-(3-ethyl-5-methylphenyl)-1-[(1-methyl-1H-pyrazol-4-yl)(oxan-4-yl)sulfamoyl]urea sodium salt [Na].C(C)C=1C=C(C=C(C1)C)NC(NS(N(C1CCOCC1)C=1C=NN(C1)C)(=O)=O)=O